CC1=CC=CC=2N(N=NC21)CN methyl-1H-benzotriazol-1-methanamin